[H-].N(=NC(C(=N)NCCC(=O)O)(C)C)C(C(=N)NCCC(=O)O)(C)C 2,2'-azobis[N-(2-carboxyethyl)-2-methylpropionamidine] hydride